2-(pentadecan-7-yloxy)ethyl acrylate C(C=C)(=O)OCCOC(CCCCCC)CCCCCCCC